(5-(4,4-difluoro-3,3-dimethylbut-1-yn-1-yl)-7-fluoro-3,4-dihydroquinolin-1(2H)-yl)-7-fluoro-[1,2,4]triazolo[4,3-a]quinazoline FC(C(C#CC1=C2CCCN(C2=CC(=C1)F)C1=NN=C2N1C1=CC=C(C=C1C=N2)F)(C)C)F